bis-(2-ethylheptyl) phthalate C(C=1C(C(=O)OCC(CCCCC)CC)=CC=CC1)(=O)OCC(CCCCC)CC